NC=1NC(C=2N(C(N(C2N1)[C@@H]1O[C@@H](C[C@H]1O)[C@H](CC)O)=O)CC(F)(F)F)=O 2-Amino-9-((2R,3R,5S)-3-hydroxy-5-((S)-1-hydroxypropyl)tetrahydrofuran-2-yl)-7-(2,2,2-trifluoroethyl)-7,9-dihydro-1H-purine-6,8-dione